N[C@@H](CC(=O)N1[C@@H](C2CCC1C2)C2=NOC(=N2)C2=CC=CC=C2)CC2=C(C=C(C(=C2)F)F)F exo-(3R)-3-amino-1-[(2S)-2-(5-phenyl-1,2,4-oxadiazol-3-yl)-3-azabicyclo[2.2.1]heptan-3-yl]-4-(2,4,5-trifluorophenyl)butan-1-one